4-(pyridin-3-yloxy)pyridineamide N1=CC(=CC=C1)OC1=CC(=NC=C1)C(=O)N